4-(3-bromophenyl)-1-methyl-piperazin-2-one BrC=1C=C(C=CC1)N1CC(N(CC1)C)=O